C(C)(=O)SC[C@@H](CC1CN(C1)C(=O)OCC1=CC=CC=C1)O (R)-benzyl 3-(3-(acetylthio)-2-hydroxypropyl)azetidine-1-carboxylate